sodium meta-hydroxybenzoate OC=1C=C(C(=O)[O-])C=CC1.[Na+]